4-(((1-(4-(cyclohexylmethyl)cyclohexyl)-1H-pyrazol-4-yl)methyl)amino)-2-(2,6-dioxopiperidin-3-yl)isoindoline-1,3-dione C1(CCCCC1)CC1CCC(CC1)N1N=CC(=C1)CNC1=C2C(N(C(C2=CC=C1)=O)C1C(NC(CC1)=O)=O)=O